C(C)NC1=CC(=CC(=N1)C(=O)O)C1=C(C=C(C=C1)F)C1=NN=CN1C 6-(ethylamino)-4-[4-fluoro-2-(4-methyl-1,2,4-triazol-3-yl)phenyl]Pyridine-2-carboxylic acid